tri(2-picolyl)methylamine N1=C(C=CC=C1)CC(N)(CC1=NC=CC=C1)CC1=NC=CC=C1